FC=1C=CC=C2C(N(C(=NC12)N1CCCC1)NC(=O)[C@H]1[C@H](C1)C1=CC=C(C=C1)Cl)=O cis-2-(4-Chloro-phenyl)-cyclopropanecarboxylic acid (8-fluoro-4-oxo-2-pyrrolidin-1-yl-4H-quinazolin-3-yl)-amide